Cl.F[C@@H]1CNCC[C@@H]1N1C([C@@H](CC1)O)=O (R)-1-((3R,4S)-3-fluoropiperidin-4-yl)-3-hydroxypyrrolidin-2-one hydrochloride